N-[1-[3-[5-(difluoromethoxy)-2-pyridyl]pyrazin-2-yl]ethyl]-6,8-bis(trifluoromethyl)quinazolin-4-amine FC(OC=1C=CC(=NC1)C=1C(=NC=CN1)C(C)NC1=NC=NC2=C(C=C(C=C12)C(F)(F)F)C(F)(F)F)F